FC(C1=NC=CC=C1[S-])(F)F.[K+] potassium 2-(trifluoromethyl)pyridine-3-thiolate